(R)-N-((R)-1-(2-Bromophenyl)ethyl)-4-(3-fluoropyridin-4-yl)-2-methylpiperazine-1-carboxamide BrC1=C(C=CC=C1)[C@@H](C)NC(=O)N1[C@@H](CN(CC1)C1=C(C=NC=C1)F)C